COC=1C=C(CN(C=2SC=C(N2)CCN2CCOCC2)CC2=CC=C3C=CC=NC3=C2)C=CC1 N-(3-methoxybenzyl)-4-(2-morpholinoethyl)-N-(quinolin-7-ylmethyl)thiazol-2-amine